5,8,8-trimethyl-1,2,8,9-tetrahydro-6H-3-oxa-6,9-diaza-cyclopenta[a]naphthalen-7-one CC=1C=C2C(=C3NC(C(NC13)=O)(C)C)CCO2